2-(1-acryloyl-4-(7-(3,4-dihydroquinolin-1(2H)-yl)-2-(3-methoxyazetidin-1-yl)-5,6,7,8-tetrahydroquinazolin-4-yl)piperazin-2-yl)acetonitrile C(C=C)(=O)N1C(CN(CC1)C1=NC(=NC=2CC(CCC12)N1CCCC2=CC=CC=C12)N1CC(C1)OC)CC#N